FC1=CC(=C2C=C(NC(C2=C1)=O)CCC(=O)N1CCC(CC1)NC1=CC=C(C#N)C=C1)C 4-((1-(3-(7-fluoro-5-methyl-1-oxo-1,2-dihydroisoquinolin-3-yl)propionyl)piperidin-4-yl)amino)benzonitrile